CC1=C(C(=CC=C1)C)N1C(=NC2=C1C=CC=C2)C2=CC1=CC=CC=C1C=C2 1-(2,6-dimethylphenyl)-2-(naphthalen-2-yl)-1H-benzo[d]imidazole